3-(3-Fluoro-5-methoxy-2,6-dimethylphenyl)-6-(6-morpholinopyridin-3-yl)-7-p-tolyl-3,7-dihydro-4H-pyrrolo[2,3-d]pyrimidin-4-one FC=1C(=C(C(=C(C1)OC)C)N1C=NC2=C(C1=O)C=C(N2C2=CC=C(C=C2)C)C=2C=NC(=CC2)N2CCOCC2)C